COC(=O)C1=NC(=CC(=C1C)Br)Cl D-4-bromo-6-chloro-3-methylpyridinecarboxylic acid methyl ester